4-(5-amino-1,3,4-thiadiazol-2-ylmercapto)n-butyronitrile NC1=NN=C(S1)SCCCC#N